(-)-2-[(2-(4-fluorobenzoyl)phenyl)amino]-3-[(4-(2-carbazolylethoxy)phenyl)]propanoic acid sodium salt [Na+].FC1=CC=C(C(=O)C2=C(C=CC=C2)NC(C(=O)[O-])CC2=CC=C(C=C2)OCCC2=CC=CC=3C4=CC=CC=C4NC23)C=C1